C(C)(C)(C)N1N=C(C=C1NC(CC=1C=NN(C1)C1CCC(CC1)CO)=O)[C@@H]1C[C@@H](CC1)OC(NC(C)C)=O [(1R,3S)-3-[1-tert-butyl-5-[[2-[1-[4-(hydroxymethyl)cyclohexyl]pyrazol-4-yl]acetyl]amino]pyrazol-3-yl]cyclopentyl]N-isopropylcarbamate